6-fluoro-7-{3-[(3-methoxypropyl)carbamoyl]azetidin-1-yl}-5-methyl-4-oxo-1-(1,3-thiazol-2-yl)-1,4-dihydro-1,8-naphthyridine-3-carboxylic acid FC=1C(=C2C(C(=CN(C2=NC1N1CC(C1)C(NCCCOC)=O)C=1SC=CN1)C(=O)O)=O)C